2-{[3,5-bis(trifluoromethyl) phenyl] carbamoyl}-4-chlorophenyldihydrogenphosphate FC(C=1C=C(C=C(C1)C(F)(F)F)NC(=O)C1=C(C=CC(=C1)Cl)OP(=O)(O)O)(F)F